5-fluoro-N-[(3-fluorophenyl)-[4-methyl-5-(methylsulfonimidoyl)-1H-imidazol-2-yl]methyl]-6-methylpyridin-2-amine FC=1C=CC(=NC1C)NC(C=1NC(=C(N1)C)S(=O)(=N)C)C1=CC(=CC=C1)F